(S)-2-piperidinemethanol N1[C@@H](CCCC1)CO